N-(3-chloro-2-methylphenyl)-2-{[2-(dimethylamino)ethyl]amino}-6-({[2-(trifluoromethyl)phenyl]carbonyl}amino)-1H-benzimidazole-4-carboxamide ClC=1C(=C(C=CC1)NC(=O)C1=CC(=CC=2NC(=NC21)NCCN(C)C)NC(=O)C2=C(C=CC=C2)C(F)(F)F)C